NC[C@@H]1[C@H]([C@H]([C@@H](O1)N1C=2N=C(NC(C2N=C1)=O)NC(C(C)C)=O)OC)O N-[9-[(2R,3R,4R,5R)-5-(aminomethyl)-4-hydroxy-3-methoxy-tetrahydrofuran-2-yl]-6-oxo-1H-purin-2-yl]-2-methyl-propanamide